O-(4-bromophenyl) S-methyl dithiocarbonate C(SC)(OC1=CC=C(C=C1)Br)=S